CC1=C(C(=CC(=C1)C)C)C1CC(=C(CC1)C(CC)=O)O 5-(2,4,6-trimethylphenyl)-2-propionyl-3-hydroxy-2-cyclohexene